(4-chloro-3-methylphenyl)boronic acid ClC1=C(C=C(C=C1)B(O)O)C